4-((4-([1,2,4]Triazolo[1,5-a]pyridin-7-yloxy)-2-fluoro-3-methylphenyl)amino)-7-ethoxyquinazolin-6-ol N=1C=NN2C1C=C(C=C2)OC2=C(C(=C(C=C2)NC2=NC=NC1=CC(=C(C=C21)O)OCC)F)C